Ethyl 2-(4-pyridyl)oxazole-4-carboxylate N1=CC=C(C=C1)C=1OC=C(N1)C(=O)OCC